1-(5Z,8Z,11Z,14Z,17Z-eicosapentaenoyl)-2-(9Z-nonadecenoyl)-glycero-3-phosphoserine CCCCCCCCC/C=C\CCCCCCCC(=O)O[C@H](COC(=O)CCC/C=C\C/C=C\C/C=C\C/C=C\C/C=C\CC)COP(=O)(O)OC[C@@H](C(=O)O)N